COC1(CN(C1)C1=C(SC=C1)CC(CC1(CCOC2(CCCC2)C1)C1=NC=CC=C1)N)C ((3-(3-methoxy-3-methylazetidin-1-yl)thiophen-2-yl)methyl)-2-(9-(pyridin-2-yl)-6-oxaspiro[4.5]decan-9-yl)ethanamine